4-[rac-(3S)-3-(2,4-dichlorophenyl)-2,3-dihydro-1,4-benzodioxin-5-yl]Piperidine ClC1=C(C=CC(=C1)Cl)[C@@H]1OC2=C(OC1)C=CC=C2C2CCNCC2 |r|